C(C)(C)OB(C1=CC(=CC(=C1)C(F)(F)F)C(F)(F)F)C1=C(C=CC(=C1)C(F)(F)F)C(F)(F)F isopropoxy(2,5-bis(trifluoromethyl)phenyl)(3,5-bis(trifluoromethyl)phenyl)borane